N-[2,6-difluoro-4-(thiomorpholin-4-yl)phenyl]-2-[(4-methyl-4H-1,2,4-triazol-3-yl)sulfanyl]-5-nitrobenzamide FC1=C(C(=CC(=C1)N1CCSCC1)F)NC(C1=C(C=CC(=C1)[N+](=O)[O-])SC1=NN=CN1C)=O